C1=CCCCCCC1 5-trans-cyclooctene